C(C)(=O)C1=CC=C2C(N(C(C2=C1)=O)CC1=CC=C(C=C1)Cl)(OCCO)C1=CC=C(C=C1)Cl 6-acetyl-2-(4-chlorophenylmethyl)-3-(4-chlorophenyl)-3-(2-hydroxyethoxy)isoindolin-1-one